N-[(3-chloro-5-fluorophenyl)methyl]-4-(1,6-diaza-6-spiro[3.4]octyl)-5-(3,5-difluorophenyl)nicotinamide ClC=1C=C(C=C(C1)F)CNC(C1=CN=CC(=C1N1CC2(CCN2)CC1)C1=CC(=CC(=C1)F)F)=O